C(C)(=O)C1=C(NC=C1)C(=O)O 3-ACETYL-1H-PYRROLE-2-CARBOXYLIC ACID